(R)-3-(3-methyl-(2-oxoimidazolin-1-yl)piperidin-1-yl)-1,2,4-triazine-6-carboxamide CC1[C@H](N(CCC1)C=1N=NC(=CN1)C(=O)N)N1C(NCC1)=O